1,3-diisopropyl-5-(trifluoromethyl)-1H-benzimidazolium iodide [I-].C(C)(C)[NH+]1CN(C2=C1C=CC(=C2)C(F)(F)F)C(C)C